FC(C)(F)C1=NC(=CC(=N1)NC1=C(C=NC(=C1)NC(C)=O)C1=NC(=CC=C1)[C@@H]1CN(CCO1)C)C (S)-N-(4'-((2-(1,1-difluoroethyl)-6-methylpyrimidin-4-yl)amino)-6-(4-methylmorpholin-2-yl)-[2,3'-bipyridin]-6'-yl)acetamide